C(C)OC=1C(=C(/C=C/C2=CC(=C(C=C2)NC(C(=O)O)=O)OC)C=C(C1)O)CC=C(C)C (E)-2-((4-(3-ethoxy-5-hydroxy-2-(3-methylbut-2-en-1-yl)styryl)-2-methoxyphenyl)amino)-2-oxoacetic acid